ethyl 6-(4-chlorophenyl)-2-(1-methyl-1H-pyrazol-4-yl)-3-oxo-2,3-dihydropyridazine-4-carboxylate ClC1=CC=C(C=C1)C=1C=C(C(N(N1)C=1C=NN(C1)C)=O)C(=O)OCC